acetyl-glycyl-β-alanine C(C)(=O)NCC(=O)NCCC(=O)O